methyl (1r,4r)-4-({2,3,5-trifluoro-4-[(4-methoxyphenyl)methoxy]benzamido}methyl)cyclohexane-1-carboxylate FC1=C(C(=O)NCC2CCC(CC2)C(=O)OC)C=C(C(=C1F)OCC1=CC=C(C=C1)OC)F